BrC1=CC=CC2=C1N=C(S2)N 4-Bromobenzo[d]thiazol-2-amine